2-hydroxy-N-((5-(2-((2-(2-methoxyethyl)-6-(trifluoromethyl)-2H-pyrazolo[3,4-d]pyrimidin-4-yl)thio)acetyl)thiophen-2-yl)methyl)acetamide OCC(=O)NCC=1SC(=CC1)C(CSC=1C=2C(N=C(N1)C(F)(F)F)=NN(C2)CCOC)=O